OC=1C=C(C=CC1)S(=O)(=O)OC1=CC=C(C=C1)\C=C\C(C1=CC=CC=C1)=O [4-[(E)-3-Oxo-3-phenylprop-1-enyl]phenyl] 3-hydroxybenzenesulfonate